C(CCCCCCCC)OCCCCCCCCC di-nonyl ether